[Cl-].C[N+](C)(CC1=CC=C(C=C1)C=C)CCCCCCCCCCCCCC N,N-dimethyltetradecyl-p-vinylbenzyl-ammonium chloride